N-methyl-2-(2-(2-(3-nitrophenyl)-1,3-dithiolan-2-yl)acetyl)hydrazinecarbothioamide CNC(=S)NNC(CC1(SCCS1)C1=CC(=CC=C1)[N+](=O)[O-])=O